5-bromo-6-methylbenzofuran-3(2H)-one BrC=1C(=CC2=C(C(CO2)=O)C1)C